C1(=CC=CC=C1)C=1C2=C(N=CN1)C1=C(S2)C=CC=C1 4-phenylbenzo[4,5]Thieno[3,2-d]Pyrimidine